N1C=NC2=C1C=CC(=C2)CN2CCC1=CC=C(C=C21)C(=O)NC2=CC(=CC=C2)C(F)(F)F 1-((1H-benzo[d]imidazol-5-yl)methyl)-N-(3-(trifluoromethyl)phenyl)indolin-6-carboxamid